C(C)OC(=O)C=1N(C2=CC=CC=C2C1N)CCCOC amino-1-(3-methoxypropyl)-1H-indole-2-carboxylic acid ethyl ester